COC(=O)C1=CC2=C(S1)C=C(C=C2OC(C)=O)OC(C)C 4-acetoxy-6-isopropoxybenzo[b]thiophene-2-carboxylic acid methyl ester